chloro (phenoxy) phosphorothioate P(OCl)(OOC1=CC=CC=C1)([O-])=S